C(C)S(=O)(=O)NC1=CC(=C(C=C1)C1=C2C(=NC=C1)NC=C2)F 4-(4-(ethylsulfonamido)-2-fluorophenyl)-1H-pyrrolo[2,3-b]pyridin